FC1=CC=C(C=C1)[C@H]1[C@@H](CN(CC1)C)CO (3S,4R)-4-(4-fluorophenyl)-3-hydroxymethyl-1-methylpiperidine